F[B-](F)(F)F.C(C)C=1OC=C[NH+]1 2-ethyloxazolium tetrafluoroborate